ClC1=C(C=CC(=C1)Cl)C(C(C)NC(=O)C=1C(=NN(C1)C)C(F)F)OC N-[2-(2,4-dichlorophenyl)-2-methoxy-1-methyl-ethyl]-3-(difluoromethyl)-1-methyl-pyrazole-4-carboxamide